C1[C@@H](C)O1 |r| (±)-Propylene oxide